C(C)(C)(C)NC(=O)N[C@H]1CN(CC1)C([C@@H](C)OC1=CC=C2C(=CC=NC2=C1)C1=C(C=C(C=C1)F)Cl)=O 1-tertbutyl-3-[(3R)-1-[(2R)-2-[[4-(2-chloro-4-fluoro-phenyl)-7-quinolyl]oxy]propanoyl]pyrrolidin-3-yl]urea